L-2,3,5-triphenyltetrazolium chloride [Cl-].C1(=CC=CC=C1)N1[NH2+]C(=NN1C1=CC=CC=C1)C1=CC=CC=C1